C1(CC1)C1=CC(=NN1)NC(CC)=O (S)-1-((5-cyclopropyl-1H-pyrazol-3-yl)amino)-1-oxopropan